Diaminopurine C1=NC2=NC(=NC(=C2N1)N)N